BrC1=NN(C(=C1C=O)N1C(C(CC1)CC1=CC(=C(C(=C1)F)F)F)=O)COCC[Si](C)(C)C 3-Bromo-5-(2-oxo-3-(3,4,5-trifluorobenzyl)pyrrolidin-1-yl)-1-((2-(trimethylsilyl)ethoxy)methyl)-1H-pyrazole-4-carbaldehyde